NC1=C(C(=C(C=N1)C=1C=CC(=NC1)C#N)CC)C1=CC=C(C=C1)O 5-[6-amino-4-ethyl-5-(4-hydroxyphenyl)-3-pyridyl]pyridine-2-carbonitrile